(2R,6S)-2-(2,2-difluoroethyl)-2',6'-dimethyl-spiro[4,5-dihydrothieno[2,3-c]pyran-7,4'-piperidine] FC(CC1=CC2=C(S1)C1(CC(NC(C1)C)C)OCC2)F